acetamide esylate S(=O)(=O)(O)CC.C(C)(=O)N